Cl.ClC=1N=C(N(N1)C1=NC=CC=N1)[C@H](C)N (1S)-1-(5-chloro-2-pyrimidin-2-yl-1,2,4-triazol-3-yl)ethylamine hydrochloride